N1(N=CC=C1)C=1C=CC(=C2C=NN(C12)COCC[Si](C)(C)C)C1=CC=C(N=N1)NC1C[C@@H]2COC[C@H](C1)N2C(=O)OC(C)(C)C tert-butyl (1S,5R)-7-[[6-[7-pyrazol-1-yl-1-(2-trimethylsilylethoxymethyl) indazol-4-yl]pyridazin-3-yl]amino]-3-oxa-9-azabicyclo[3.3.1]nonane-9-carboxylate